CN(C)CCC1=CNC2=C1C(=CC=C2)OP(=O)(O)O The molecule is a tryptamine alkaloid that is N,N-dimethyltryptamine carrying an additional phosphoryloxy substituent at position 4. The major hallucinogenic alkaloid isolated from Psilocybe mushrooms (also known as Teonanacatl or "magic mushrooms"). It has a role as a hallucinogen, a fungal metabolite, a prodrug and a serotonergic agonist. It is a tryptamine alkaloid, a tertiary amino compound and an organic phosphate. It derives from a psilocin. It is a conjugate acid of a psilocybin(1-).